C(C)OP(=O)(OCC)[C@H](C1=CC2=C(SC(=C2)C(=O)O)C=C1)F |o1:8| (R)- or (S)-5-((diethoxyphosphoryl)fluoromethyl)benzo[b]thiophene-2-carboxylic acid